FC1=C(C(=CC2=C1C[C@@H](CS2)NCCC(C)C)O)N2CC(N[SH2]2=O)=O 5-{(3S)-5-fluoro-7-hydroxy-3-[(3-methylbutyl)amino]-3,4-dihydro-2H-1-benzothiopyran-6-yl}-1λ6,2,5-thiadiazolidine-1,3-dione